[F].[O-2].[Nd+3].[Pr+3].[O-2].[O-2] praseodymium neodymium oxide-fluorine salt